7-(6-chloro-5-methyl-3-(1-((1-methylcyclopentyl)methyl)-1H-pyrazol-4-yl)pyridin-2-yl)-3-methoxycinnoline ClC1=C(C=C(C(=N1)C1=CC=C2C=C(N=NC2=C1)OC)C=1C=NN(C1)CC1(CCCC1)C)C